ClC1=CC2=C(C=N1)N=C(S2)C2=NN=C1N2CCN[C@@H]1C (R)-6-chloro-2-(8-methyl-5,6,7,8-tetrahydro-[1,2,4]triazolo[4,3-a]pyrazine-3-yl)thiazolo[4,5-c]pyridine